ClC1=CC(=CC2=C1OCC(N2C)=O)NC(=O)C=2C=NN(C2C(F)(F)F)C2=CN=CC1=CC=CC=C21 N-(8-Chloro-4-methyl-3-oxo-3,4-dihydro-2H-benzo[b][1,4]oxazin-6-yl)-1-(isochinolin-4-yl)-5-(trifluoromethyl)-1H-pyrazol-4-carboxamid